tert-butyl 5-(2,7-dichloro-8-fluoropyrido[4,3-d]pyrimidin-4-yl)-2,5-diazabicyclo[2.2.2]octane-2-carboxylate ClC=1N=C(C2=C(N1)C(=C(N=C2)Cl)F)N2C1CN(C(C2)CC1)C(=O)OC(C)(C)C